2,3-dichloropyridine-4-carbaldehyde ClC1=NC=CC(=C1Cl)C=O